5-(4-methoxy-2-(5-methylhexahydropyrrolo[3,4-c]pyrrol-2(1H)-yl)phenyl)-3-(4-(1-methyl-4-(trifluoromethyl)-1H-imidazol-2-yl)phenyl)-1,2,4-oxadiazole COC1=CC(=C(C=C1)C1=NC(=NO1)C1=CC=C(C=C1)C=1N(C=C(N1)C(F)(F)F)C)N1CC2CN(CC2C1)C